FC1(CN(C1)C(CCCC1=NC=2NCCCC2C=C1)=O)[C@@H](CC(=O)O)C=1C=NC(=CC1)OC (S)-3-(3-fluoro-1-(4-(5,6,7,8-tetrahydro-1,8-naphthyridin-2-yl)butanoyl)azetidin-3-yl)-3-(6-methoxypyridin-3-yl)propionic acid